ClC1=C(C=C(C=C1)NC(C(CCC1(COC1)N(C)C)NC(OC(C)(C)C)=O)=O)C tert-butyl (1-((4-chloro-3-methylphenyl)amino)-4-(3-(dimethylamino)oxetan-3-yl)-1-oxobutan-2-yl)carbamate